8-acetyl-2-(azetidin-1-yl)-6-methyl-chromen-4-one C(C)(=O)C=1C=C(C=C2C(C=C(OC12)N1CCC1)=O)C